methyl 2-((9-((4-cyano-2-fluorobenzyl) oxy)-3,4,10,10a-tetrahydropyrazino[1,2-a]indol-2(1H)-yl) methyl)-1-(((S)-oxetan-2-yl) methyl)-1H-benzo[d]imidazole-6-carboxylate C(#N)C1=CC(=C(COC=2C=3CC4N(C3C=CC2)CCN(C4)CC4=NC2=C(N4C[C@H]4OCC4)C=C(C=C2)C(=O)OC)C=C1)F